CC(C)(C)OC(=O)N(CCOCCN[C@@H]1C[C@H](CC1)NC1=NC=C(C(=N1)C1=CNC2=NC(=CC=C21)C#N)C(F)(F)F)C (1-{[(1S,3S)-3-{[4-(6-cyano-1H-pyrrolo[2,3-b]pyridin-3-yl)-5-(Trifluoromethyl)pyrimidin-2-yl]amino}cyclopentyl]amino}-6-aza-3-oxahept-6-yl)methanoic acid-2-methylpropan-2-yl ester